C1(=CC=CC=C1)COC(C)NCCC(C=C)=C 1-phenylmethoxyethylamino-3-methylenepent-4-ene